2,2-Dimethyl-2H-benzimidazole CC1(N=C2C(=N1)C=CC=C2)C